trans-1,2-di-p-toluenesulfonyl-3-methoxystyrene rac-benzyl-[(2,2,5-trimethyl-2,3-dihydrofuro[3,2-b]pyridin-3-yl)methyl]carbamate C(C1=CC=CC=C1)N(C(O)=O)C[C@H]1C(OC=2C1=NC(=CC2)C)(C)C.CC2=CC=C(C=C2)S(=O)(=O)[C@@]2(C=C)[C@@H](C(=CC=C2)OC)S(=O)(=O)C2=CC=C(C)C=C2 |&1:12|